Cl.C12NCCC(OC1)C2 6-oxa-2-azabicyclo[3.2.1]octane hydrochloride